4-fluorotetrahydrofuran-3-yl isobutyrate C(C(C)C)(=O)OC1COCC1F